tetrahydro-2H-pyran-4-yl (S)-(8-amino-6-(4,8-dimethyl-5,6,7,8-tetrahydro-1,5-naphthyridin-3-yl)-7-fluoroisoquinolin-3-yl)carbamate NC=1C(=C(C=C2C=C(N=CC12)NC(OC1CCOCC1)=O)C=1C=NC=2[C@H](CCNC2C1C)C)F